2,4,6-Tris(prop-2-yl)benzenesulphonyl chloride CC(C)C1=C(C(=CC(=C1)C(C)C)C(C)C)S(=O)(=O)Cl